tert-butyl 6-cyclobutylmethyl-5-oxo-1,4,5,6-tetrahydropyrido[3,4-c][1,8]naphthyridine-3(2H)-carboxylate C1(CCC1)CN1C(C2=C(C=3C=CC=NC13)CCN(C2)C(=O)OC(C)(C)C)=O